[N+](=O)([O-])C1=CC=C(OC2=CC=C(C=C2)NC(C)=O)C=C1 N-(4-(4-nitrophenoxy)phenyl)acetamide